(E)-3-(4-hydroxy-3-methoxyphenyl)-N-((1-(3-methoxybenzyl)-1H-1,2,3-triazol-4-yl)methyl)acrylamide OC1=C(C=C(C=C1)/C=C/C(=O)NCC=1N=NN(C1)CC1=CC(=CC=C1)OC)OC